C(C=C)(=O)N1C[C@@H](CC[C@@H]1C)OC=1N=C2C(=NC1)NC=C2C(=O)N[C@H](COC)C 2-{[(3R,6S)-1-acryloyl-6-methylpiperidin-3-yl]oxy}-N-[(2S)-1-methoxypropan-2-yl]-5H-pyrrolo[2,3-b]pyrazine-7-carboxamide